(3R-trans)-3-(2,6-dihydroxy-4-pentylphenyl)-4-(1-methylethenyl)-1-cyclohexene-1-carboxylic acid piperidinomethyl ester N1(CCCCC1)COC(=O)C1=C[C@H]([C@@H](CC1)C(=C)C)C1=C(C=C(C=C1O)CCCCC)O